N-(Cyclopropylmethyl)-3-(((7-(pyridin-4-yl)-2,3-dihydrofuro[3,2-c]pyridin-4-yl)amino)methyl)benzamid C1(CC1)CNC(C1=CC(=CC=C1)CNC1=NC=C(C2=C1CCO2)C2=CC=NC=C2)=O